CC1=C(C=C(C=C1)NC(=O)[C@H]1N(C[C@H](C1)C(F)(F)F)C(=O)OC(C)(C)C)C=1N=NC=CC1 tert-butyl (2S,4S)-2-((4-methyl-3-(pyridazin-3-yl)phenyl)carbamoyl)-4-(trifluoromethyl)pyrrolidine-1-carboxylate